(S)-2-(4-bromophenylsulphonamido)-3-(1H-indol-3-yl)-N-(4-(2-methoxyphenyl)thiazol-2-yl)propanamide BrC1=CC=C(C=C1)S(=O)(=O)N[C@H](C(=O)NC=1SC=C(N1)C1=C(C=CC=C1)OC)CC1=CNC2=CC=CC=C12